CN(C(=O)NC)[C@H](C)C1=CNC(C2=CC=CC=C12)=O |r| racemic-1,3-dimethyl-1-(1-(1-oxo-1,2-dihydroisoquinolin-4-yl)ethyl)urea